FC=1C=C(C=C(C1F)F)P(N(C)C)C1=CC(=C(C(=C1)F)F)F bis(3,4,5-trifluorophenyl)dimethylaminophosphine